COC(=O)C1=NC2=CC=CC=C2C(=C1)OCC1=CC=C(C=C1)C(C)(C)C 4-((4-(Tert-butyl)benzyl)oxy)quinoline-2-carboxylic acid methyl ester